C[SH2](=NC1CNCC(C1)C)C dimethyl-((5-methylpiperidin-3-yl)imino)-lambda6-sulfane